ClC1=CN=CC(=N1)OC1CCN(CCC1C)C(=O)OC(C)(C)C tert-butyl 4-((6-chloropyrazin-2-yl)oxy)-5-methylazepane-1-carboxylate